NC1=NC=CC(=N1)C1=CNC2=CC(=CC(=C12)O)Br 2-amino-4-(4-hydroxy-6-bromo-1H-indol-3-yl)pyrimidine